tris(2-(tert-butyl)-4-methoxyphenyl)phosphine oxide C(C)(C)(C)C1=C(C=CC(=C1)OC)P(C1=C(C=C(C=C1)OC)C(C)(C)C)(C1=C(C=C(C=C1)OC)C(C)(C)C)=O